C(CCC)C(C(=O)OCCCCN(CCN(CCN1CCN(CC1)CCN(CCCCC(C(=O)[O-])(CCCCCC)CCCC)CCCCC(C(=O)[O-])(CCCCCC)CCCC)CCCCOC(C(CCCCCC)CCCC)=O)CCCCOC(C(CCCCCC)CCCC)=O)CCCCCC ((2-(4-(2-((2-(bis(4-((2-butyloctanoyl)oxy)butyl)amino)ethyl)(4-((2-butyloctanoyl)oxy)butyl)amino)ethyl)piperazin-1-yl)ethyl)azanediyl)bis(butane-4,1-diyl)bis(2-butyloctanoate)